C1(CC1)NC(=O)C1=CC=C(C=C1)COC1=CC=CC(=N1)C1=CC(=C(C=C1F)CC=1N(C2=C(N1)C=CC(=C2)C(=O)O)CCOC)F 2-[[4-[6-[[4-(cyclopropylcarbamoyl)phenyl]methoxy]-2-pyridyl]-2,5-difluoro-phenyl]methyl]-3-(2-methoxyethyl)benzimidazole-5-carboxylic acid